tert-butyl 3-[[1-[(1R)-3-(hydroxyamino)-1-(2-naphthylmethyl)-3-oxo-propyl]triazol-4-yl]methylcarbamoyl]morpholine-4-carboxylate ONC(C[C@@H](CC1=CC2=CC=CC=C2C=C1)N1N=NC(=C1)CNC(=O)C1N(CCOC1)C(=O)OC(C)(C)C)=O